NC1=CC=C(C(=C1C1=CC(N2[C@@H](CC[C@@H]2C1)C(=O)OCC(=O)C1=C(C(=NC=C1)NC(C)=O)F)=O)F)Cl 2-(2-Acetamido-3-fluoropyridin-4-yl)-2-oxoethyl (3S,8aR)-7-(6-amino-3-chloro-2-fluorophenyl)-5-oxo-1,2,3,5,8,8a-hexahydroindolizine-3-carboxylate